Methyl 3-(1,4-dimethyl-1H-benzo[d][1,2,3]triazol-5-yl)-3-(3-(((R)-2-ethyl-2,3-dihydro-[1,4]oxazepino[7,6-g]quinolin-4(5H)-yl) methyl) phenyl)-2,2-dimethylpropionate CN1N=NC2=C1C=CC(=C2C)C(C(C(=O)OC)(C)C)C2=CC(=CC=C2)CN2C[C@H](OC1=CC=3C=CC=NC3C=C1C2)CC